C1(CCC1)OC1=NC(=NC(=C1)C)C1=CC(=C(C(=C1)F)C(CCCC(=O)O)C)F 5-[4-(4-Cyclobutoxy-6-methyl-pyrimidin-2-yl)-2,6-difluoro-phenyl]-hexanoic acid